COC(=O)C1=CC2=C(N(C(=N2)C=2NC3=CC(=CC=C3C2)Br)C)C=C1F 2-(6-bromo-1H-indol-2-yl)-6-fluoro-1-methyl-1H-benzo[d]Imidazole-5-carboxylic acid methyl ester